N-(4-(phenylsulfinyl)phenyl)quinazolin-4-amine C1(=CC=CC=C1)S(=O)C1=CC=C(C=C1)NC1=NC=NC2=CC=CC=C12